CC1(OCC(CO1)N1N=C(C(=C1)C(=O)NC1=NC(=CC=C1)C=1N2C(=NN1)CC[C@@H]2C)OC)C (S)-1-(2,2-dimethyl-1,3-dioxan-5-yl)-3-methoxy-N-(6-(5-methyl-6,7-dihydro-5H-pyrrolo[2,1-c][1,2,4]triazol-3-yl)pyridin-2-yl)-1H-pyrazole-4-carboxamide